7-bromo-6-chloro-3-hydroxy-2-phenyl-2,3-dihydrobenzofuran-2-carbonitrile BrC1=C(C=CC=2C(C(OC21)(C#N)C2=CC=CC=C2)O)Cl